(13R)-13-methyl-19-(oxan-2-yl)-7,10,14-trioxa-19,20,23-triazatetracyclo[13.5.2.12,6.018,21]tricosa-1(20),2(23),3,5,15(22),16,18(21)-heptaene C[C@@H]1CCOCCOC2=CC=CC(C3=NN(C=4C=CC(O1)=CC34)C3OCCCC3)=N2